2-oxoindoline-6-carboxylate O=C1NC2=CC(=CC=C2C1)C(=O)[O-]